C1(CC1)N1N(C2=NC(=NC=C2C1=O)SC)C1=CC(=NC=C1)C(C)(C)F 2-cyclopropyl-1-(2-(2-fluoropropan-2-yl)pyridin-4-yl)-6-(methylthio)-1,2-dihydro-3H-pyrazolo[3,4-d]pyrimidin-3-one